2-methyl-1-(2-(6-(pyrrolidin-1-yl)pyridin-3-yl)thiazolo[4,5-c]pyridin-6-yl)piperidin-4-amine CC1N(CCC(C1)N)C1=CC2=C(C=N1)N=C(S2)C=2C=NC(=CC2)N2CCCC2